methyl 5-(2-((6-ethyl-2-(2,2,2-trifluoroacetyl)isoindolin-5-yl)amino)-5-(trifluoromethyl)pyrimidin-4-yl)thiophene-3-carboxylate C(C)C1=C(C=C2CN(CC2=C1)C(C(F)(F)F)=O)NC1=NC=C(C(=N1)C1=CC(=CS1)C(=O)OC)C(F)(F)F